C(C)(C)(C)[C@H]1CC[C@H](CC1)NC(C1=CC(=CC(=C1)NC(=O)[C@@H]1CC[C@@H](CC1)C(C)C)NC(=O)[C@@H]1CC[C@@H](CC1)C(C)C)=O N-(cis-4-tert-Butylcyclohexyl)-3,5-bis-[cis-4-isopropylcyclohexylcarbonylamino]-benzamid